C(C=C)(=O)N1CCN(CC1)C1=NC(=NC2=CC=C(C=C12)C=1C=C(C(=NC1)OC)NS(=O)(=O)C1=C(C=C(C=C1)F)F)C N-(5-(4-(4-acryloylpiperazin-1-yl)-2-methylquinazolin-6-yl)-2-methoxypyridin-3-yl)-2,4-difluorobenzenesulfonamide